BrC1=C(C=C(N)C=C1)S(=O)(=O)N1CCCC1 4-bromo-3-(pyrrolidin-1-ylsulfonyl)aniline